N4-(2-(iso-propylsulfonyl)phenyl)pyrimidine-2,4-diamine C(C)(C)S(=O)(=O)C1=C(C=CC=C1)NC1=NC(=NC=C1)N